C(C(C)C)C1(C=CC=C1)[Ti](N(C)C)(N(C)C)N(C)C (isobutyl-cyclopentadienyl)tris(dimethylamino)titanium